tert-Butyl (1R*,3R*,5S*)-3-((methylsulfonyl)oxy)-8-azabicyclo[3.2.1]octane-8-carboxylate CS(=O)(=O)OC1C[C@H]2CC[C@@H](C1)N2C(=O)OC(C)(C)C |o1:7,10|